ClC1=C(C=CC=C1)[C@@H](C)OC(=O)NC=1C(=NOC1C1=CC=C(C(=N1)C)CNC(=O)C1C(C1C(=O)O)(F)F)C 3-(((6-(4-((((R)-1-(2-chloro-phenyl)ethoxy)carbonyl)-amino)-3-methylisoxazol-5-yl)-2-methylpyridin-3-yl)-methyl)carbamoyl)-2,2-difluorocyclopropane-1-carboxylic acid